C(=O)(O)C1CC2=CC(=CC=C2CC1)OC1=C(C=CC=C1)C1=CC(=CC=C1)C(C)C 2-carboxy-7-((3'-isopropyl-[1,1'-biphenyl]-2-yl)oxy)-1,2,3,4-tetrahydronaphthalene